2-chloro-1-methylethyl (3-chlorophenyl)carbamate ClC=1C=C(C=CC1)NC(OC(CCl)C)=O